8-(3-fluoro-6,7-dimethoxy-4-quinolyl)-2,8-diazaspiro[4.5]decane hydrochloride Cl.FC=1C=NC2=CC(=C(C=C2C1N1CCC2(CCNC2)CC1)OC)OC